tert-butyl (2-(2-(4-(2-(4-formyl-2-hydroxyphenoxy)ethyl)piperazin-1-yl)ethoxy)ethyl)carbamate C(=O)C1=CC(=C(OCCN2CCN(CC2)CCOCCNC(OC(C)(C)C)=O)C=C1)O